N-(1-(1-(2,4-bis(trifluoromethyl)phenyl)ethyl)-1H-pyrazol-4-yl)-5-(pyrimidin-2-yl)isoxazole FC(C1=C(C=CC(=C1)C(F)(F)F)C(C)N1N=CC(=C1)N1OC(=CC1)C1=NC=CC=N1)(F)F